C(C)(C)(C)OC(=O)N1CCN(CC1)C1=CC=C(C=C1)N1C2(CCC2)C(N(C1=S)C1=CC(=C(C=C1)C#N)C(F)(F)F)=N 4-{4-[7-(4-cyano-3-trifluoromethylphenyl)-8-imino-6-thioxo-5,7-diazaspiro[3.4]oct-5-yl]-phenyl}-piperazine-1-carboxylic acid tert-butyl ester